COC(=O)C1=NC(=C(C=C1)C(F)(F)F)N1CCOCC1 6-(morpholin-4-yl)-5-(trifluoromethyl)pyridine-2-carboxylic acid methyl ester